C(C1=CC=CC=C1)OC(CC(=O)OC)C Methyl 3-(benzyl oxy)butanoate